9-(4-(1-isopropyl-1H-imidazol-4-yl)benzyl)-2-(2-isopropylphenyl)-7-methyl-7,9-dihydro-8H-purin-8-one C(C)(C)N1C=NC(=C1)C1=CC=C(CN2C3=NC(=NC=C3N(C2=O)C)C2=C(C=CC=C2)C(C)C)C=C1